C=1SC=CN2C1C=CC=C2 pyrido[2,1-c][1,4]thiazine